(3,3-difluoroazetidin-1-yl)pyrazolo[1,5-a]pyrimidine-3-carboxylic acid ethyl ester C(C)OC(=O)C=1C(=NN2C1N=CC=C2)N2CC(C2)(F)F